C1(CC1)N1N=C(C=C1C(=O)OCC)CN1N=C(N=N1)C1=CC=C(C=C1)C(F)(F)F ethyl 2-cyclopropyl-5-[[5-[4-(trifluoromethyl)phenyl]tetrazol-2-yl]methyl]pyrazole-3-carboxylate